ClC=1C(=NC(=NC1)N[C@H]1[C@@H](COCC1)O)C1=CC2=C(N=C3N2CCCN3C(C)=O)C(=C1)F 1-(7-(5-chloro-2-(((3S,4R)-3-hydroxytetrahydro-2H-pyran-4-yl)amino)pyrimidin-4-yl)-9-fluoro-3,4-dihydrobenzo[4,5]imidazo[1,2-a]pyrimidin-1(2H)-yl)ethan-1-one